6-(4-hydroxy-4-isopropylpiperidin-1-yl)quinoline-4-carboxylic acid OC1(CCN(CC1)C=1C=C2C(=CC=NC2=CC1)C(=O)O)C(C)C